di(n-hexyl) (n-butyl) trimellitate C(C=1C(C(=O)OCCCC)=CC(C(=O)OCCCCCC)=CC1)(=O)OCCCCCC